N,N-Diisobutylacetamid C(C(C)C)N(C(C)=O)CC(C)C